1-((1R,3r,5S)-8-oxa-bicyclo[3.2.1]octan-3-yl)-3-methyl-N-(7-methyl-[1,2,4]triazolo[1,5-a]pyridin-6-yl)-1H-pyrazolo[3,4-d]pyrimidin-6-amine [C@H]12CC(C[C@H](CC1)O2)N2N=C(C=1C2=NC(=NC1)NC=1C(=CC=2N(C1)N=CN2)C)C